Cl.OC1[C@H](N)[C@@H](O)[C@H](O)[C@H](O1)CO D-glucosamine HCL